C(C)(C)(C)OC(=O)N1CC(N(CC1)S(=O)(=O)C1=CC=C(C=C1)NC(=O)C)C 4-(4-Acetaminophenyl)sulfonyl-3-methyl-piperazine-1-carboxylic acid tert-butyl ester